5-(5-(7-chloro-1,3-dimethyl-2-oxo-1,2-dihydroquinolin-5-yl)-5,6,7,8-tetrahydropyrido[3,2-d]pyrimidin-2-yl)-N-(3-(4-(2,6-dioxo-piperidin-3-yl)benzofuran-2-yl)prop-2-yn-1-yl)picolinamide ClC1=CC(=C2C=C(C(N(C2=C1)C)=O)C)N1CCCC=2N=C(N=CC21)C=2C=CC(=NC2)C(=O)NCC#CC=2OC1=C(C2)C(=CC=C1)C1C(NC(CC1)=O)=O